F[Sb-](F)(F)(F)(F)F.C(C)(=O)OC1=CC=C(C=C1)[S+](C)C 4-acetoxyphenyl-dimethyl-sulfonium hexafluoroantimonate